(1r,3r)-3-((benzyloxy)methyl)-cyclobutan-1-amine C(C1=CC=CC=C1)OCC1CC(C1)N